COC=1C=C(C=CC1OC)C=1NC2=CC=C(C=C2C1C(C)C)C(=O)NN 2-(3,4-dimethoxyphenyl)-3-isopropyl-1H-indole-5-carbohydrazide